[Cl-].C(=O)(C(=C)C)OCC[N+](C)(C)C methacryl-choline chloride